CC(C)(C)C1=C(C(=CC=C1)C(C)(C)C)C(C)(C)C 1,2,3-tris(1,1-dimethylethyl)benzene